S1C(=C(C2=C1C=CC=C2)C(=O)[O-])C(=O)[O-] benzothiophenedicarboxylate